OC(C)C1=CC(=C(OCCCC(=O)OC)C=C1[N+](=O)[O-])OC methyl 4-(4-(1-hydroxyethyl)-2-methoxy-5-nitrophenoxy)butanoate